BrCC1=C(C=CC=C1)OC1=CC=CC=C1 1-(bromomethyl)-2-phenoxy-benzene